benzyl (2-(2-(2-(4-(1-hydroxyethyl)-3-(trifluoromethyl)phenoxy)ethoxy)ethoxy) ethyl)carbamate OC(C)C1=C(C=C(OCCOCCOCCNC(OCC2=CC=CC=C2)=O)C=C1)C(F)(F)F